C(C1=CC=CC=C1)OC1=C(OC=CC1=O)C=1N(C(=CN1)Br)C[C@H](C(C1=CC=CC=C1)C1=CC=CC=C1)NC(OC(C)(C)C)=O (S)-tert-butyl (3-(2-(3-(benzyloxy)-4-oxo-4H-pyran-2-yl)-5-bromo-1H-imidazol-1-yl)-1,1-diphenylpropan-2-yl)carbamate